ammonium acetate, tris-hydrochloride Cl.Cl.Cl.C(C)(=O)[O-].[NH4+]